(1R,3S,Z)-5-(2-{(1R,3aS,7aR,E)-1-[(R)-5-(Hydroxydimethylsilyl)pent-4-yn-2-yl]-7a-methyloctahydro-4H-inden-4-ylidene}ethylidene)-4-methylenecyclohexane-1,3-diol O[Si](C#CC[C@@H](C)[C@H]1CC[C@H]2\C(\CCC[C@]12C)=C\C=C\1/C([C@H](C[C@@H](C1)O)O)=C)(C)C